C(C)(=O)N1CC2CC(CC(C1)N2C(=O)OC(C)(C)C)=O tert-Butyl 3-acetyl-7-oxo-3,9-diazabicyclo[3.3.1]nonane-9-carboxylate